(E)-3-(6-aminopyridin-3-yl)-N-((5-(5-(4,4-difluoropiperidine-1-carbonyl)pyridin-2-yl)-7-(pyridin-4-yl)benzofuran-2-yl)methyl)acrylamide NC1=CC=C(C=N1)/C=C/C(=O)NCC=1OC2=C(C1)C=C(C=C2C2=CC=NC=C2)C2=NC=C(C=C2)C(=O)N2CCC(CC2)(F)F